azanonadecan NCCCCCCCCCCCCCCCCCC